FC1=C(C(=CC=C1)F)C(C)(C)C1=NOC(=N1)C1=NC(=CC(=N1)O)O 2-{3-[2-(2,6-Difluorophenyl)propan-2-yl]-1,2,4-oxadiazol-5-yl}pyrimidine-4,6-diol